5-(2-((4-chlorophenethyl)(methyl)amino)pyrimidin-5-yl)-1,3,4-oxadiazol-2(3H)-one ClC1=CC=C(CCN(C2=NC=C(C=N2)C2=NNC(O2)=O)C)C=C1